FC(CN(C=1C=C(C=C(C1)F)CC(C#C)(C)C)C1=NC=2N(C3=CC=C(C=C13)F)C=NN2)F (3-((2,2-difluoroethyl)(7-fluoro-[1,2,4]triazolo[4,3-a]quinazolin-5-yl)amino)-5-fluorophenyl)-2,2-dimethylbut-3-yn